FC(C1=NN2C(N=C(C=C2NC[C@](CO)(C2=CC=C(C=C2)F)C2CN(C2)C(=O)N)C(F)(F)F)=C1)(F)F (R)-3-(1-((2,5-bis(trifluoromethyl)pyrazolo[1,5-a]pyrimidin-7-yl)amino)-2-(4-fluorophenyl)-3-hydroxypropan-2-yl)azetidine-1-carboxamide